C(C)(C)(C)[Si](OCCN1N=CC(=C1C)B1OC(C(O1)(C)C)(C)C)(C)C tert-butyl-dimethyl-[2-[5-methyl-4-(4,4,5,5-tetramethyl-1,3,2-dioxaborolan-2-yl)pyrazol-1-yl]ethoxy]silane